N-(6-amino-5-ethylpyridin-3-yl)-2-((2R,5S)-5-methyl-2-(2-(1-methyl-1H-pyrazol-5-yl)benzo[d]thiazol-5-yl)piperidin-1-yl)-2-oxoacetamide NC1=C(C=C(C=N1)NC(C(=O)N1[C@H](CC[C@@H](C1)C)C=1C=CC2=C(N=C(S2)C2=CC=NN2C)C1)=O)CC